Cl.FCCNC 2-fluoro-N-methylethan-1-amine hydrochloride